OCCCCCCCCCCCCCC(=O)OC 14-hydroxy-1-tetradecanoic acid, methyl ester